N-(3,3-difluoro-1-methylcyclobutyl)-3-(3-(difluoromethoxy)phenyl)-1-isopropyl-1,5,6,7-tetrahydropyrano[3,2-c]pyrazole-6-carboxamide FC1(CC(C1)(C)NC(=O)C1CC=2N(N=C(C2OC1)C1=CC(=CC=C1)OC(F)F)C(C)C)F